N-(pyrrolidin-3-yl)piperidine-4-carboxamide Calcium [Ca].N1CC(CC1)NC(=O)C1CCNCC1